C(C#C)N[C@@H]1CCC2=CC=CC=C12 (R)-N-propargyl-1-aminoindan